ClC1=NC(=CC(=C1C#N)C(F)(F)F)Cl 2,6-dichloro-3-cyano-4-(trifluoromethyl)pyridine